C(C1=CC=CC=C1)SC[C@@H](C1=NC=CC2=C1NC1=CC=CC=C21)NC(C)=O (R)-N-(2-(benzylthio)-1-(9H-pyrido[3,4-b]indol-1-yl)ethyl)acetamide